(+)-1-(4-bromophenyl)-4-(1-cyclopropylethyl)piperazine BrC1=CC=C(C=C1)N1CCN(CC1)C(C)C1CC1